FC1=C(C=C(C=O)C=C1C(F)(F)F)OCOC 4-fluoro-3-(methoxymethoxy)-5-(trifluoromethyl)benzaldehyde